copper triglycinate NCC(=O)[O-].NCC(=O)[O-].NCC(=O)[O-].[Cu+3]